O=C1NC(CCC1N1C(C2=CC=C(C=C2C1)N1CCN(CC1)CCNC1CCC(CC1)N1N=C2C=C(C(=CC2=C1)C(=O)NC1=CN=C2N1N=CC=C2)OC)=O)=O 2-(4-((2-(4-(2-(2,6-Dioxopiperidin-3-yl)-1-oxoisoindolin-5-yl)piperazin-1-yl)ethyl)amino)cyclohexyl)-N-(imidazo[1,2-b]pyridazin-3-yl)-6-methoxy-2H-indazole-5-carboxamide